C(CCCCC(=O)Cl)(=O)Cl adipyl dichloride